(S)-7-(4-(3,5-difluoro-2-((tetrahydro-2H-pyran-4-yl)oxy)phenyl)piperidin-1-yl)-2-(1,3,4-oxadiazol-2-yl)-5-oxa-2-azaspiro[3.4]octane FC=1C(=C(C=C(C1)F)C1CCN(CC1)[C@@H]1COC2(CN(C2)C=2OC=NN2)C1)OC1CCOCC1